C(CCC)C1=NN(C=C1O)C(C)C butyl-4-hydroxy-1-isopropyl-pyrazol